C12(C(CCCC1)O2)CC[Si](OC)(OC)C Epoxycyclohexylethyl-methyldimethoxysilan